NC1=C(C(=NC=C1C(=O)OCC)OC1=CC(=C(C=C1)F)Cl)Br ethyl 4-amino-5-bromo-6-(3-chloro-4-fluorophenoxy)nicotinate